[N-]=[N+]=[N-].[Na+] The molecule is the sodium salt of hydrogen azide (hydrazoic acid). It has a role as a mutagen, an antibacterial agent and an explosive. It contains an azide anion.